3-(1,4-dimethyl-1H-benzo[d][1,2,3]triazol-5-yl)-3-(3-(((R)-7-ethyl-2-methyl-2,7,8,10-tetrahydro-9H-[1,4]oxazepino[7,6-g]indazol-9-yl)methyl)-4-methylphenyl)-2,2-dimethylpropionic acid CN1N=NC2=C1C=CC(=C2C)C(C(C(=O)O)(C)C)C2=CC(=C(C=C2)C)CN2C[C@H](OC=1C=CC3=CN(N=C3C1C2)C)CC